N-[[(3aS,7aS)-3a-(3,4-dimethoxyphenyl)-1-methyl-2,3,4,5,7,7a-hexahydroindol-6-ylidene]amino]-1-(m-tolyl)methanamine COC=1C=C(C=CC1OC)[C@@]12CCN([C@H]2CC(CC1)=NNCC=1C=C(C=CC1)C)C